4-(6-(6-(Difluoromethyl)imidazo[1,2-b]pyridazin-3-yl)pyrimidin-4-yl)-3-methylpiperazine-2-carboxamide FC(C=1C=CC=2N(N1)C(=CN2)C2=CC(=NC=N2)N2C(C(NCC2)C(=O)N)C)F